propenyl ether 2-hydroxysuccinate OC(C(=O)O)CC(=O)O.C(=CC)OC=CC